C[C@]1(C(NC(N1)=O)=O)C1=CC=C(C=C1)C(=O)N1CCC(CC1)C=1OC2=C(N1)C=CC(=C2)C (R)-5-methyl-5-{4-[4-(6-methylbenzoxazol-2-yl)piperidine-1-carbonyl]phenyl}imidazolidine-2,4-dione